C(C)(=O)C1=CC=C(OC(C(=O)OCC)(C)C)C=C1 ethyl 2-(4-acetylphenoxy)-2-methylpropionate